C(O)NC(C(=C)C)=O N-(methylol)methacrylamide